(Z)-2-(1-(2-Bromo-4-((4-chlorophenoxy)methyl)benzylidene)-5-fluoro-2-methyl-1H-inden-3-yl)acetic acid BrC1=C(\C=C/2\C(=C(C3=CC(=CC=C23)F)CC(=O)O)C)C=CC(=C1)COC1=CC=C(C=C1)Cl